4-amino-2-methoxy-pyrimidine NC1=NC(=NC=C1)OC